NC1=C(CCNC2=CC(=CC=C2)I)C=CC=C1 (2-aminophenethyl)-3-iodoaniline